C(C)OC(C(CNC(=O)C1=NC=C(C=C1O)C1=CC(=CC=C1)N)(C)C)=O 3-(3-Hydroxy-5-(3-aminophenyl)pyridinecarboxamido)-2,2-dimethylpropionic acid ethyl ester